7-(1-Benzylpiperidin-3-yl)-3-(2-ethylpyridin-4-yl)-2-methylpyrazolo[1,5-a]pyrimidine C(C1=CC=CC=C1)N1CC(CCC1)C1=CC=NC=2N1N=C(C2C2=CC(=NC=C2)CC)C